CC1=NC(=CC=C1C=1C=C(C=CC1)C1=C(C(=NC=C1N1C2=CC=C(C=C2C=2C=C(C=CC12)C1=CC=CC=C1)C1=CC=CC=C1)N1C2=CC=C(C=C2C=2C=C(C=CC12)C1=CC=CC=C1)C1=CC=CC=C1)N1C2=CC=C(C=C2C=2C=C(C=CC12)C1=CC=CC=C1)C1=CC=CC=C1)C 9,9',9''-(4-(3-(2,6-dimethylpyridin-3-yl)phenyl)pyridine-2,3,5-triyl)tris(3,6-diphenyl-9H-carbazole)